2-(6-(((1S,4S,5S,6R)-6-fluoro-2-methyl-2-azabicyclo[2.2.1]heptan-5-yl)(methyl)amino)pyridazin-3-yl)-5-(1H-pyrazol-1-yl)phenol F[C@H]1[C@H]([C@@H]2CN([C@H]1C2)C)N(C2=CC=C(N=N2)C2=C(C=C(C=C2)N2N=CC=C2)O)C